N-[(2R)-Butan-2-yl]-3-cyclopropyl-6-(3,4-dimethylphenyl)-4-oxo-4,5-dihydropyrazolo[1,5-a]-pyrazine-2-carboxamide C[C@H](CC)NC(=O)C1=NN2C(C(NC(=C2)C2=CC(=C(C=C2)C)C)=O)=C1C1CC1